N-[(2S)-1-{4-[(4-bromo-5-chlorothiophen-2-yl)sulfonyl]piperazin-1-yl}propan-2-yl]-7-methylthieno[3,2-d]pyrimidin-4-amine BrC=1C=C(SC1Cl)S(=O)(=O)N1CCN(CC1)C[C@H](C)NC=1C2=C(N=CN1)C(=CS2)C